C1(CCC1)N1N=CC(=C1)C1=NC2=CC=CC=C2C(=C1)[C@@H](C)NC(C1=C(C=CC(=C1)OCCN(C)C)C)=O (R)-N-(1-(2-(1-cyclobutyl-1H-pyrazol-4-yl)quinolin-4-yl)ethyl)-5-(2-(dimethylamino)ethoxy)-2-methylbenzamide